2-(benzyloxy)-N-(4-((4-(3-(trifluoromethyl)phenyl)piperazin-1-yl)sulfonyl)phenyl)-benzamide C(C1=CC=CC=C1)OC1=C(C(=O)NC2=CC=C(C=C2)S(=O)(=O)N2CCN(CC2)C2=CC(=CC=C2)C(F)(F)F)C=CC=C1